C(C(C)C)OC(=O)C1(CC=CC1)C(=O)O 3-cyclopentene-1,1-dicarboxylic acid isobutyl ester